C1(=CC=C2C=CC3=CC=CC4=CC=C1C2=C34)C3=CC=C(C=C3)B(O)O 4-(pyren-1-yl)phenylboronic acid